O1C=CC2=C1C=C(C=C2)O benzofuran-6-ol